Cl.N[C@H](C(=O)N)CC1=CC=C(C=C1)C1=NOC(=N1)C=1C=C(C(=CC1)OC)C1=CC=C(C=C1)OC (S)-2-amino-3-(4-(5-(4',6-dimethoxybiphenyl-3-yl)-1,2,4-oxadiazol-3-yl)phenyl)propanamide hydrochloride